ClC1=C2C=C(N(C2=CC=C1)C)C(=O)N[C@@]1(COCC1)C1=CC=C(C(=O)O)C=C1 |r| (±)-4-[3-(4-chloro-1-methyl-1H-indole-2-amido)oxolan-3-yl]benzoic acid